The molecule is an organic cation that is the conjugate acid of ecgonone methyl ester arising from protonation of the tertiary amino group; major species at pH 7.3. It is an ammonium ion derivative and an organic cation. It is a conjugate acid of an ecgonone methyl ester. C[NH+]1[C@H]2CC[C@@H]1[C@H](C(=O)C2)C(=O)OC